1-(tert-Butyl)-3-(3-(tribromomethyl)phenyl)-5-methyl-pyrazol-4-ol C(C)(C)(C)N1N=C(C(=C1C)O)C1=CC(=CC=C1)C(Br)(Br)Br